S(C)(=O)(=O)OS(=O)(=O)C1=CC=C(C)C=C1 tosyl mesylate